5-sulfonyl-isophthalic acid dimethyl ester potassium [K].COC(C=1C=C(C(=O)OC)CC(C1)=S(=O)=O)=O